5-bromo-3-(ethylsulfonyl)-2-[6-(trifluoromethyl)pyrazolo[4,3-c]pyridin-1-yl]pyridine BrC=1C=C(C(=NC1)N1N=CC=2C=NC(=CC21)C(F)(F)F)S(=O)(=O)CC